FC1=CC=C(C2=CN(N=C12)C1OCC1)C(=O)O 7-fluoro-2-(oxetan-2-yl)indazole-4-carboxylic acid